C(C)OC(=O)C=1C(=NOC1C1CC1)C1=C(C=NC=C1Cl)Cl cyclopropyl-3-(3,5-dichloropyridin-4-yl)isoxazole-4-carboxylic acid ethyl ester